(s)-1-(5-((1,3-dihydroisobenzofuran-4-yl)thio)pyrazin-2-yl)-4'H,6'H-spiro[piperidine-4,5'-pyrrolo[1,2-b]pyrazol]-4'-amine C1OCC2=C(C=CC=C12)SC=1N=CC(=NC1)N1CCC2([C@@H](C=3N(N=CC3)C2)N)CC1